N-(5-(4-(4-((dimethylamino)methyl)-3-(2,5-dimethylphenyl)-1H-pyrazol-1-yl)pyrimidin-2-ylamino)-4-methoxy-2-morpholinophenyl)acrylamide CN(C)CC=1C(=NN(C1)C1=NC(=NC=C1)NC=1C(=CC(=C(C1)NC(C=C)=O)N1CCOCC1)OC)C1=C(C=CC(=C1)C)C